ClC1=NC=C(C(=C1)C1=C(C=NC(=C1)C)C(=O)NC=1SC(=NN1)C(F)F)OC 2'-chloro-N-(5-(difluoromethyl)-1,3,4-thiadiazol-2-yl)-5'-methoxy-6-methyl-(4,4'-bipyridine)-3-carboxamide